C(C)(=O)NC1=NC=CC2=C1C=NN2CC(=O)N(C)C 2-(4-Acetylaminopyrazolo[4,3-c]pyridin-1-yl)-N,N-dimethyl-acetamide